(S)-3-amino-1-methyl-5-(tetrahydrofuran-3-yl)-1H-pyrrolo[3,2-c]pyridin-4(5H)-one trifluoroacetate salt FC(C(=O)O)(F)F.NC1=CN(C2=C1C(N(C=C2)[C@@H]2COCC2)=O)C